BrCC1(CC1)S(=O)(=O)C1(CC1)COC 1-(bromomethyl)-1-((1-(methoxymethyl)cyclopropyl)sulfonyl)cyclopropane